tert-butyl 4-hydroxy-4-(((S)-4-hydroxy-1-phenylbutyl) carbamoyl)-2-methylpiperidine-1-carboxylate OC1(CC(N(CC1)C(=O)OC(C)(C)C)C)C(N[C@@H](CCCO)C1=CC=CC=C1)=O